C(C)(C)(C)OC(=O)N1CC(C1)(C)CC#N 3-(cyanomethyl)-3-methylazetidine-1-carboxylic acid tert-butyl ester